6,6-dicyclohexyl-1,5-diazabicyclo[3.1.0]hexane C1(CCCCC1)C1(N2CCCN12)C1CCCCC1